F[As](F)F Trifluoroarsine